CC1(CC2(C3=C(C=CC(=C13)C)C)C1=CC=CC=C1C=1C=CC(=CC12)C=1C2=CC=CC=C2C(=C2C=CC=CC12)C1=CC=CC2=CC=CC=C12)C 3',3',4',7'-tetramethyl-2-(10-(naphthalen-1-yl)anthracen-9-yl)-2',3'-dihydrospiro[fluorene-9,1'-indene]